(S)-2-((((9H-fluoren-9-yl)methoxy)carbonyl)(methyl)amino)-3-(2-oxo-1,2-dihydropyridin-4-yl)propanoic acid C1=CC=CC=2C3=CC=CC=C3C(C12)COC(=O)N([C@H](C(=O)O)CC1=CC(NC=C1)=O)C